N-[(1R)-1-[[(2-Fluoroacetyl)-[[(3S)-2-oxo-pyrrolidin-3-yl]methyl]amino]carbamoyl]-3-methyl-butyl]-1H-indole-2-carboxamide FCC(=O)N(C[C@H]1C(NCC1)=O)NC(=O)[C@@H](CC(C)C)NC(=O)C=1NC2=CC=CC=C2C1